B(OF)(OF)OF (trifluoro) borate